CN1C(CN(CC1([2H])[2H])C=1C=CC(=C(N)C1)[N+](=O)[O-])([2H])[2H] 5-(4-methylpiperazin-1-yl-3,3,5,5-d4)-2-nitroaniline